5-chloro-N-(4-fluorophenyl)thieno[3,2-b]pyridin-3-amine ClC1=CC=C2C(=N1)C(=CS2)NC2=CC=C(C=C2)F